FC=1C(=NC(=NC1)NC1=CC=C(C=C1)S(=O)(=O)NCC(C)C)N1[C@H](COC2(CC2)C1)C 4-({5-fluoro-4-[(6S)-6-methyl-4-oxa-7-azaspiro[2.5]octan-7-yl]pyrimidin-2-yl}amino)-N-(2-methylpropyl)benzenesulfonamide